6-(1-methyl-1H-pyrazol-4-yl)-3-(4-(5-(thiophen-3-ylmethyl)pyrimidin-2-yl)piperazin-1-yl)pyrazolo[1,5-a]pyridine CN1N=CC(=C1)C=1C=CC=2N(C1)N=CC2N2CCN(CC2)C2=NC=C(C=N2)CC2=CSC=C2